methyl (1R,2R,3S,6S,7S)-4-[(2S)-2-[(tert-butoxycarbonyl) amino]-3,3-dimethylbutyryl]-10-oxo-4-azatricyclo[5.2.1.0{2,6}]dec-8-ene-3-carboxylate C(C)(C)(C)OC(=O)N[C@H](C(=O)N1[C@@H]([C@H]2[C@H]3C=C[C@@H]([C@H]2C1)C3=O)C(=O)OC)C(C)(C)C